CC=1C(=NNC1C)C(=O)OCC ethyl 4,5-dimethyl-1H-pyrazole-3-carboxylate